CC1(CCC=2C(=NNC2C1)C=1NC2=CC(=CC=C2C1)C(=O)N1CCN(CC1)CC1CCN(CC1)C1=CC(=C(C=C1)C1C(NC(CC1)=O)=O)OC)C 3-(4-(4-((4-(2-(6,6-dimethyl-4,5,6,7-tetrahydro-1H-indazol-3-yl)-1H-indole-6-carbonyl)piperazin-1-yl)methyl)piperidin-1-yl)-2-methoxyphenyl)piperidine-2,6-dione